FC(OC1=CC=C(C=C1)S(=O)(=O)N1CCC2(C[C@@H](CO2)N2C[C@@]3(CCOC3)CC2)CC1)F (S)-8-((4-(difluoromethoxy)phenyl)sulfonyl)-3-((S)-2-oxa-7-azaspiro[4.4]nonan-7-yl)-1-oxa-8-azaspiro[4.5]decane